2-({4-[5-(trifluoromethyl)-1,2,4-oxadiazol-3-yl]phenyl}methyl)isoxazol-3-one FC(C1=NC(=NO1)C1=CC=C(C=C1)CN1OC=CC1=O)(F)F